α-(2-Carboxyethyl)1,4,7,10-tetraazacyclododecane-1,4,7,10-tetraacetic acid C(=O)(O)CCC(C(=O)O)N1CCN(CCN(CCN(CC1)CC(=O)O)CC(=O)O)CC(=O)O